ClC=1C=C(C(=O)O)C=C(C1C1=CN(C2=NC=C(C=C21)C=2C(=NOC2C)C)C(C2CCC2)C2CCC2)OC(F)(F)F 3-chloro-4-(1-(dicyclobutylmethyl)-5-(3,5-dimethylisoxazol-4-yl)-1H-pyrrolo[2,3-b]pyridin-3-yl)-5-(trifluoromethoxy)benzoic acid